5-(pyrido[2,3-b]pyrazin-7-yl)-N-(2-oxaspiro[3.3]heptan-6-yl)pyrrolo[2,1-f][1,2,4]triazin-2-amine N1=C2C(=NC=C1)N=CC(=C2)C=2C=CN1N=C(N=CC12)NC1CC2(COC2)C1